(3,5-dimethyl-piperazin-1-yl)-methanone CC1CN(CC(N1)C)C=O